Azolat N1C(=CC=C1)C(=O)[O-]